C(C)OC(CCCCCCN1C=C(C2=CC(=C(C=C12)C)C#N)Br)=O 7-(3-bromo-5-cyano-6-methyl-1H-indol-1-yl)heptanoic acid ethyl ester